2,3-bis(4-fluorophenyl)cyclopropane-1-carboxylic acid FC1=CC=C(C=C1)C1C(C1C1=CC=C(C=C1)F)C(=O)O